C1(=CC=CC=C1)C=1N=CN(C1C1=CC=CC=C1)CC=1C=C(C=CC1)CN1C=NC(=C1C1=CC=CC=C1)C1=CC=CC=C1 (4S,5S)-1-[(m-{[(4S,5S)-4,5-Diphenyl-1-imidazolyl]methyl}phenyl)methyl]-4,5-diphenylimidazole